3-methyl-4-(3-(m-tolyl)acryloyl)piperazine CC1CNCCN1C(C=CC=1C=C(C=CC1)C)=O